4-bromo-3-(cyclopropoxy)pyridine BrC1=C(C=NC=C1)OC1CC1